2-methoxymethyl-4H-benzopyran-4-one COCC=1OC2=C(C(C1)=O)C=CC=C2